N-((5R,8S)-1-fluoro-10-(4-methoxyphenyl)-6,7,8,9-tetrahydro-5H-5,8-epiminocyclohepta[c]pyridin-4-yl)-1,1-diphenylmethanimine FC1=NC=C(C2=C1C[C@@H]1CC[C@H]2N1C1=CC=C(C=C1)OC)N=C(C1=CC=CC=C1)C1=CC=CC=C1